C(C)OC(=O)[C@H]1[C@H](CCC1)N (1R,2S)-2-aminocyclopentane-1-carboxylic acid ethyl ester